C(CCOCCOCCOCCOCCNCCCCC)(=O)[O-] 4,7,10,13-tetraoxa-16-azahenicosan-1-oate